6-benzoylaminoimidazo[1,2-a]pyridine-2-carboxylic acid C(C1=CC=CC=C1)(=O)NC=1C=CC=2N(C1)C=C(N2)C(=O)O